Dimethylbis(t-butylcyclopentadienyl)hafnium(IV) [CH3-].[CH3-].CC(C)(C)[C]1[CH][CH][CH][CH]1.CC(C)(C)[C]1[CH][CH][CH][CH]1.[Hf]